1,2-dihydroxylbenzene-ethylamine OC1(C(C=CC=C1)O)CCN